NC1=C(C=CC(=C1F)NCC1=CC=C(C=C1)C(F)(F)F)NC([C@@H]([C@H](CCCC)F)F)=O (2S,3S)-N-(2-amino-3-fluoro-4-((4-(trifluoromethyl)benzyl)amino)phenyl)-2,3-difluoroheptanamide